dibutyltin bis(benzylmaleate) C(C1=CC=CC=C1)/C(/C(=O)[O-])=C/C(=O)[O-].C(C1=CC=CC=C1)/C(/C(=O)[O-])=C/C(=O)[O-].C(CCC)[Sn+4]CCCC